4-(4-(5-hydroxypyridin-2-yl)piperazin-1-yl)-2-(4-methylbenzyl)-1,2-oxazinan-3-one OC=1C=CC(=NC1)N1CCN(CC1)C1C(N(OCC1)CC1=CC=C(C=C1)C)=O